ClCC=1C=2C=C(C(=CC2N=C2C3=CC=4C(C(OCC4C(N3CC12)=O)=O)(O)CC)OC)OC 10-(chloromethyl)-19-ethyl-19-hydroxy-6,7-dimethoxy-17-oxa-3,13-diazapentacyclo[11.8.0.02,11.04,9.015,20]henicosa-1(21),2,4(9),5,7,10,15(20)-heptaene-14,18-dione